4-[4-(ethylamino)-1-piperidyl]-N-[8-fluoro-2-(fluoromethyl)imidazo[1,2-a]pyridin-6-yl]-2-methyl-indazole-7-carboxamide C(C)NC1CCN(CC1)C=1C2=CN(N=C2C(=CC1)C(=O)NC=1C=C(C=2N(C1)C=C(N2)CF)F)C